N1=CC=CC=2CCCC(C12)NCCCCN N1-(S)-(5,6,7,8-tetrahydro-quinolin-8-yl)-butane-1,4-diamine